3-(5-(((2-(4-(4-chloro-1,2-bis(4-hydroxyphenyl)but-1-en-1-yl)phenoxy)ethyl)(methyl)amino)methyl)-7-fluoro-1-oxoisoindolin-2-yl)piperidine-2,6-dione ClCCC(=C(C1=CC=C(C=C1)O)C1=CC=C(OCCN(C)CC=2C=C3CN(C(C3=C(C2)F)=O)C2C(NC(CC2)=O)=O)C=C1)C1=CC=C(C=C1)O